1-(5-(2-(dimethylamino)pyrimidin-4-yl)-4-methylthiazol-2-yl)-3-(4-((4-methylpiperazin-1-yl)methyl)-3-(trifluoromethyl)phenyl)urea CN(C1=NC=CC(=N1)C1=C(N=C(S1)NC(=O)NC1=CC(=C(C=C1)CN1CCN(CC1)C)C(F)(F)F)C)C